OC1=C(C(N(C=C1C)C)=O)NC(N[C@@H](CC(=O)OCC)C=1C=C(C(=CC1)OC)C1=CC=CC=C1)=O ethyl (S)-3-(3-(4-hydroxy-1,5-dimethyl-2-oxo-1,2-dihydropyridin-3-yl)ureido)-3-(6-methoxy biphenyl-3-yl)propanoate